ClC=1SC=C(N1)C 2-chloro-4-methyl-1,3-thiazole